5-ethyl-2-(2-methoxypyridin-4-yl)-6-(piperazin-1-yl)thiazolo[4,5-b]pyridin-7(4H)-one trifluoroacetate FC(C(=O)O)(F)F.C(C)C1=C(C(C2=C(N1)N=C(S2)C2=CC(=NC=C2)OC)=O)N2CCNCC2